C(C=C)(=O)N1[C@@H](CN(CC1)C1=C(C(N(C2=C(C(=C(C=C12)F)C1=C(C(=CC(=C1F)Cl)Cl)N)Cl)C=1C(=NC=CC1C)C(C)C)=O)C#N)C 4-((R)-4-propenoyl-3-methylpiperazin-1-yl)-7-(2-amino-3,5-dichloro-6-fluorophenyl)-8-chloro-6-fluoro-1-(2-isopropyl-4-methylpyridin-3-yl)-2-oxo-1,2-dihydroquinoline-3-carbonitrile